5-fluorophenyl-furan FC=1C=CC=C(C1)C=1OC=CC1